4-(5,7-difluoro-1,3-benzooxazol-2-yl)aniline Tert-butyl-4-(6-((3-fluoro-4-(methoxy(methyl)carbamoyl)benzyl)oxy)pyridin-2-yl)piperidine-1-carboxylate C(C)(C)(C)OC(=O)N1CCC(CC1)C1=NC(=CC=C1)OCC1=CC(=C(C=C1)C(N(C)OC)=O)F.FC=1C=C(C2=C(N=C(O2)C2=CC=C(N)C=C2)C1)F